E-2-bromo-5-(3-hydroxypropyl)-1,3-thiazole-4-carboxylic acid ethyl ester C(C)OC(=O)C=1N=C(SC1CCCO)Br